5-(3-(2,2-difluoro-3,3-dimethylbutoxy)phenyl)-4-(2-isopropylphenyl)thiazol-2-amine FC(COC=1C=C(C=CC1)C1=C(N=C(S1)N)C1=C(C=CC=C1)C(C)C)(C(C)(C)C)F